N-(3-(2-chloro-4-(3-((2-(2,6-dioxopiperidin-3-yl)-1-oxoisoindolin-5-yl)methyl)ureido)phenyl)propyl)-2-hydroxy-N-methylacetamide ClC1=C(C=CC(=C1)NC(=O)NCC=1C=C2CN(C(C2=CC1)=O)C1C(NC(CC1)=O)=O)CCCN(C(CO)=O)C